BrC1=NN(C(=C1C=O)NCCN1CCOCC1)[C@H]1C[C@@H](N(C1)C(=O)OC(C)(C)C)COC tert-butyl (2R,4S)-4-(3-bromo-4-formyl-5-[[2-(morpholin-4-yl)ethyl]amino]pyrazol-1-yl)-2-(methoxymethyl)pyrrolidine-1-carboxylate